S(N)(=O)(=O)CCCCC(=O)OCC ethyl 5-sulfamoylpentanoate